5-({2-methoxy-4-[(piperazin-1-yl)methyl]phenyl}methyl)-6-methyl-N4-pentyl-5H-pyrrolo[3,2-d]pyrimidine-2,4-diamine hydrochloride Cl.COC1=C(C=CC(=C1)CN1CCNCC1)CN1C(=CC=2N=C(N=C(C21)NCCCCC)N)C